ClC=1C(=C(C(=CC1)OC(F)F)C=1C=CC(=[N+](C1)[O-])[C@@H](C(=O)NC1=CC=C(C(=O)O)C=C1)C[C@@H]1CC[C@H](CC1)O)F |&1:18| (S)- and (R)-trans-4-{[2-{5-[3-chloro-6-(difluoromethoxy)-2-fluorophenyl]-1-oxidopyridin-2-yl}-3-(4-hydroxycyclohexyl)propanoyl]amino}benzoic acid